CC=1C(=CC2=C(N=C3N2C(=CC=C3C3=CC=C(C=C3)Cl)C3=CC=CC=C3)C1)C 7,8-dimethyl-4-(p-chlorophenyl)-1-phenylbenzo[4,5]imidazo[1,2-a]pyridine